C(C)(C)(C)NC(=O)C=1SC(=CC1)NC(CC1=C(C=CC(=C1)Cl)OC)=O N-tert-butyl-5-[[2-(5-chloro-2-methoxy-phenyl)acetyl]amino]thiophene-2-carboxamide